ClC1=CC2=C(CC(NO2)=O)C=C1OC 7-Chloro-6-methoxy-2H-benzoxazin-3(4H)-one